C(C)[C@]1(C(NC(N1)=O)=O)C1=CC=C(C=C1)C(=O)N1CCC(CC1)C=1SC2=C(N1)C=C(C=C2)C (R)-5-ethyl-5-{4-[4-(5-methylbenzothiazol-2-yl)piperidine-1-carbonyl]phenyl}imidazolidine-2,4-dione